NC=1N=CC(=C2C=C(N=CC12)NC(=O)C1CC1)C=1OC2=C(N1)C=C(C=C2)OC N-(8-amino-5-(5-methoxybenzo[d]oxazol-2-yl)-2,7-naphthyridin-3-yl)cyclopropanecarboxamide